Cl.C1(CCC1)COC([C@@H](N)C)=O L-alanine cyclobutylmethyl ester-HCl